2-(5-cyclopentyl-3-ethylsulfanyl-2-pyridyl)-3-methyl-6-(trifluoromethyl)imidazo[4,5-b]pyridine C1(CCCC1)C=1C=C(C(=NC1)C1=NC=2C(=NC=C(C2)C(F)(F)F)N1C)SCC